FC1(C(C1)C1CCC(CC1)C1=CC=C(OC2=C(N=NN2)C(=O)O)C=C1)F 5-(4-(4-(2,2-difluorocyclopropyl)cyclohexyl)phenoxy)-1H-1,2,3-triazole-4-carboxylic acid